1H-pyrazole-3-carboxamide, monohydrochloride salt Cl.N1N=C(C=C1)C(=O)N